5-amino-3-(4-(difluoromethoxy)-2-phenylquinolin-7-yl)-1-((1s,3s)-3-hydroxy-3-methylcyclobutyl)-1H-pyrazole-4-carboxamide NC1=C(C(=NN1C1CC(C1)(C)O)C1=CC=C2C(=CC(=NC2=C1)C1=CC=CC=C1)OC(F)F)C(=O)N